bromo-quinazoline BrC1=NC2=CC=CC=C2C=N1